C(#N)C1=CC=C(C=C1)C=1C=C(SC1)C=O 4-(4-cyanophenyl)-thiophene-2-carbaldehyde